N-((1-aminoisoquinolin-6-yl)methyl)-5-chloro-2-(((5,6,7,8-tetrahydroimidazo[1,2-a]pyridin-7-yl)methyl)amino)nicotinamide NC1=NC=CC2=CC(=CC=C12)CNC(C1=C(N=CC(=C1)Cl)NCC1CC=2N(CC1)C=CN2)=O